CN1C2CCCC(C2=CC2=CC=CC=C12)=C=O 10-methyl-1-carbonyl-1,2,3,4-tetrahydroacridine